C[C@H]1[C@@H](C1)C(=O)O (1R,2R)-2-methylcyclopropane-1-carboxylic acid